2-(5-(4-(tert-butyl)phenyl)-1H-indol-3-yl)acetic acid C(C)(C)(C)C1=CC=C(C=C1)C=1C=C2C(=CNC2=CC1)CC(=O)O